C1(CC1)C(CNC=1N=CC2=C(N1)NC=C2C=2C=CC1=C(N(N=N1)C)C2)(F)F N-(2-cyclopropyl-2,2-difluoroethyl)-5-(1-methyl-1H-benzo[d][1,2,3]triazol-6-yl)-7H-pyrrolo[2,3-d]pyrimidin-2-amine